BrC1=C2C3(C(NC2=CC(=C1)C(=O)NC1=CC=C(C=C1)OC(F)(F)Cl)=O)CC(CC3)O[Si](C)(C)C(C)(C)C 4'-bromo-3-((tert-butyldimethylsilyl)oxy)-N-(4-(chlorodifluoromethoxy)phenyl)-2'-oxospiro[cyclopentane-1,3'-indoline]-6'-carboxamide